tert-Butyl (3-hydroxypropyl)(phenethyl)carbamate OCCCN(C(OC(C)(C)C)=O)CCC1=CC=CC=C1